ClC1=CC(=C2C=NNC2=C1)C1(C[C@@H]2[C@@H](CN(C2)C(=O)C2=CC=NC=C2)C1)O ((3aR,5r,6aS)-5-(6-chloro-1H-indazol-4-yl)-5-hydroxyhexahydrocyclopenta[c]pyrrol-2(1H)-yl)(pyridin-4-yl)methanone